4-[5-(6-chloro-2-oxo-4-phenyl-1H-quinolin-3-yl)-3-[4-(1-ethylindazol-5-yl)phenyl]-3,4-dihydropyrazol-2-yl]-4-oxo-butanoic acid ClC=1C=C2C(=C(C(NC2=CC1)=O)C=1CC(N(N1)C(CCC(=O)O)=O)C1=CC=C(C=C1)C=1C=C2C=NN(C2=CC1)CC)C1=CC=CC=C1